C(=C)NC(C(C)C)=O N-Vinyl-Isobutyramid